OCC[C@H]([C@H](CO)NC(OC(C)(C)C)=O)CC(C)C tert-butyl N-[(1R,2R)-2-(2-hydroxyethyl)-1-(hydroxymethyl)-4-methyl-pentyl]carbamate